O[C@H]1C[C@H](N(C1)C(=O)OC(C)(C)C)C(=O)[O-] tert-butyl (2S,4S)-4-hydroxy-1,2-pyrrolidinedicarboxylate